Cl.C(CC)OC=1C=C(C=CC1)SC=1C=C2C(=CNC2=CC1)C=1CCN(CC1)CCCC 5-(3-propoxyphenyl)thio-3-(1-butyl-1,2,3,6-tetrahydropyridin-4-yl)-1H-indole hydrochloride